4-(4-bromophenoxy)-2-methylbutan-2-ol BrC1=CC=C(OCCC(C)(O)C)C=C1